N1(N=NC=C1)C1=CC=C(N=N1)CN1C(C(N(C=C1)C12CC(C1)C2)=O)=O 1-((6-(1H-1,2,3-triazol-1-yl)pyridazin-3-yl)methyl)-4-(bicyclo[1.1.1]pentan-1-yl)-1,4-dihydropyrazine-2,3-dione